2-(2-(3-(2,4-dioxotetrahydropyrimidin-1(2H)-yl)-4-methoxybenzoyl)-2,7-diazaspiro[3.5]non-7-yl)acetaldehyde O=C1N(CCC(N1)=O)C=1C=C(C(=O)N2CC3(C2)CCN(CC3)CC=O)C=CC1OC